C12(CC3CC(CC(C1)C3)C2)C2=C(C=CC(=C2)C)O 2-((3r,5r,7r)-adamantan-1-yl)-4-methylphenol